ClC1=NC=CC(=N1)C=1N=NN(C1)C1CCCCC1 2-chloro-4-(1-cyclohexyl-1H-1,2,3-triazol-4-yl)pyrimidine